NC1=CC2=C(N=C(S2)N(C(OC(C)(C)C)=O)C(=O)OC(C)(C)C)C(=C1F)N1CCC(CC1)(F)F tert-butyl N-[6-amino-4-(4,4-difluoropiperidin-1-yl)-5-fluoro-1,3-benzothiazol-2-yl]-N-[(tert-butoxy)carbonyl]carbamate